Cl.ClC1=C(C=CC2=C3N(N=C12)CCNC3C)Cl 7,8-dichloro-1-methyl-1,2,3,4-tetrahydropyrazino[1,2-b]indazole hydrochloride